COC1=CC=C(CN(S(=O)(=O)[C@@H](C=C)CC)CC2=CC=C(C=C2)OC)C=C1 (R)-N,N-BIS(4-METHOXYBENZYL)PENT-1-ENE-3-SULFONAMIDE